C(C(C)C)C1=CC=C(C=C1)C(C)C1=NC(=NO1)C=1C=CC(=C(N)C1)C 5-(5-(1-(4-isobutylphenyl)ethyl)-1,2,4-oxadiazol-3-yl)-2-methylaniline